C(C=C)OCCCCOC(COC=1C=CC(=C2C=CC=NC12)Cl)=O (5-chloro-8-quinolinoxy)acetic acid-4-allyloxy-butylester